FC1=C(NC2=CC=CC(=C12)F)C1CCC(CC1)[C@H]1C[C@H]2CC[C@@H](C[C@@H]2CC1)CCCCC 3,4-difluoro-2-((1R,4r)-4-((2R,4aS,6S,8aR)-6-amyl-decalin-2-yl)cyclohexyl)-1H-indole